FC(COCC1OC(OC1)=O)(C(F)F)F 4-((2,2,3,3-tetrafluoropropoxy)methyl)-1,3-dioxolane-One